NC=1C=C(C(=NC1I)N(C(OC(C)(C)C)=O)C(=O)OC(C)(C)C)C tert-butyl N-(5-amino-6-iodo-3-methylpyridin-2-yl)-N-[(tert-butoxy)carbonyl]carbamate